NC1=NC=NC=2N(C3=CC(=C(C=C3C21)Br)F)CC(=O)N2[C@@H]1C[C@@H]1C[C@H]2C(=O)NC2=NC(=CC=C2)Br (1R,3S,5R)-2-(2-(4-amino-6-bromo-7-fluoro-9H-pyrimido[4,5-b]indol-9-yl)acetyl)-N-(6-bromopyridin-2-yl)-2-azabicyclo[3.1.0]hexane-3-carboxamide